(S)-2-{[(2r,3r,4r,5r)-5-(2,4-dioxo-3,4-dihydro-2H-pyrimidin-1-yl)-4-fluoro-3-hydroxy-4-methyl-tetrahydro-furan-2-ylmethoxy]-phenoxy-phosphorylamino}-propionic acid benzyl ester C(C1=CC=CC=C1)OC([C@H](C)N=P(=O)OC1=C(C=CC=C1)OC[C@H]1O[C@H]([C@]([C@@H]1O)(C)F)N1C(NC(C=C1)=O)=O)=O